BrC=1C=C(N(N1)C1=NC=CC=C1Cl)C(=O)NC1=C(C=C(C=C1C)C#N)C(N)=O 5-bromo-N-(2-carbamoyl-4-cyano-6-methyl-phenyl)-2-(3-chloro-2-pyridyl)pyrazole-3-carboxamide